FC1=CC=C(C=C1)N1CC(CCC1)N 1-(4-fluorophenyl)piperidin-3-amine